4,4-dimethyloxybiphenyl COC1(CC=C(C=C1)C1=CC=CC=C1)OC